C(C)N(S(=O)(=O)N1CCOCC1)[C@@H](CF)C1=CC=C(C=C1)C(F)(F)F (R)-N-ethyl-N-(2-fluoro-1-(4-(trifluoromethyl)phenyl)ethyl)morpholine-4-sulfonamide